(3S)-3-(4-fluorophenyl)-1,2-oxazolidine FC1=CC=C(C=C1)[C@H]1NOCC1